Methyl (E)-4-(2-Amino-9-((2R,3R,4R,5R)-3,4-dihydroxy-5-(hydroxymethyl)tetrahydrofuran-2-yl)-6,8-dioxo-1,6,8,9-tetrahydro-7H-purin-7-yl)but-2-enoat NC=1NC(C=2N(C(N(C2N1)[C@@H]1O[C@@H]([C@@H]([C@H]1O)O)CO)=O)C/C=C/C(=O)OC)=O